8-(3-Chloro-4-fluorophenyl)-9-(4-((1-(3-fluoropropyl)azetidin-3-yl)methyl)phenyl)-6,7-dihydro-5H-benzo[7]annulen ClC=1C=C(C=CC1F)C=1CCCC2=C(C1C1=CC=C(C=C1)CC1CN(C1)CCCF)C=CC=C2